[K].CC1=C(C(=O)P(C2=CC=CC=C2)=O)C(=CC(=C1)C)C 2,4,6-trimethylbenzoylphenylphosphine oxide, potassium salt